benzyl 2-[4-[(2,6-dioxo-3-piperidyl)oxy]-2-fluoro-phenyl]acetate O=C1NC(CCC1OC1=CC(=C(C=C1)CC(=O)OCC1=CC=CC=C1)F)=O